5-fluoro-4-(8-fluoroquinolin-6-yl)-N-(5-(4-isopropylpiperazin-1-yl)pyridin-2-yl)pyrimidin-2-amine FC=1C(=NC(=NC1)NC1=NC=C(C=C1)N1CCN(CC1)C(C)C)C=1C=C2C=CC=NC2=C(C1)F